epsilon-caprolactam sodium salt [Na].C1(CCCCCN1)=O